C(CCC)C=1C=CC2=C(N=C(S2)SN)C1C butyl-4-methylbenzothiazole-2-sulfenamide